6-dimethylamino-1,3,5-triazine CN(C1=NC=NC=N1)C